1-((5-Chloro-1-ethyl-3-(5-methylisoxazol-3-yl)-1H-pyrazol-4-yl)methyl)-N-isopentylazepan-3-amine ClC1=C(C(=NN1CC)C1=NOC(=C1)C)CN1CC(CCCC1)NCCC(C)C